N-(3-Trimethoxysilylpropyl)-4-azido-2,3,5,6-tetrafluorobenzamid CO[Si](CCCNC(C1=C(C(=C(C(=C1F)F)N=[N+]=[N-])F)F)=O)(OC)OC